FC1(CCC(CC1)NC1=NC(=NC(=C1)C)N1N=C(C(=C1)C)C=O)F (4-((4,4-difluorocyclohexyl)amino)-6-methylpyrimidin-2-yl)-4-methyl-1H-pyrazole-3-carbaldehyde